COC=1C=C2C(=NC=NC2=CC1OC)OC1=CC(=C(C(=C1)F)C(C(=O)NC1=CC(=C(C=C1)CN1CCN(CC1)C)C(F)(F)F)=O)F (4-((6,7-dimethoxyquinazolin-4-yl)oxy)-2,6-difluorophenyl)-N-(4-((4-methylpiperazin-1-yl)methyl)-3-(trifluoromethyl)phenyl)-2-oxoacetamide